ClC1=CC=2C=3C=CC(=CC3N(C(N(C2N=C1)CC)=O)C1=C(C=C(C=C1F)NCCNCCOC)F)Cl 4,13-dichloro-10-[2,6-difluoro-4-({2-[(2-methoxyethyl)amino]ethyl}amino)phenyl]-8-ethyl-6,8,10-triazatricyclo[9.4.0.02,7]pentadeca-1(11),2(7),3,5,12,14-hexaen-9-one